1-[2-methyl-4-[4-(piperazin-1-ylmethyl)phenyl]phenyl]-N-[[3-(2,2,2-trifluoro-1,1-dimethyl-ethyl)-1H-1,2,4-triazol-5-yl]methyl]pyrazole-4-carboxamide CC1=C(C=CC(=C1)C1=CC=C(C=C1)CN1CCNCC1)N1N=CC(=C1)C(=O)NCC1=NC(=NN1)C(C(F)(F)F)(C)C